(2s,3s,4r,5r)-3-((tert-butyldimethylsilyl)oxy)-4-methoxy-5-(6-oxo-1,6-dihydro-9H-purin-9-yl)tetrahydrofuran-2-carbaldehyde [Si](C)(C)(C(C)(C)C)O[C@@H]1[C@H](O[C@H]([C@@H]1OC)N1C=2N=CNC(C2N=C1)=O)C=O